N1N=NN=C1C1=C(C=CC=C1)C1=CC(=CC(=N1)N(CC(C)C)CC1=CC=CC=C1)NC1=NC=C(C=C1)C 6-(2-(1H-tetrazol-5-yl)phenyl)-N2-benzyl-N2-isobutyl-N4-(5-methylpyridin-2-yl)pyridine-2,4-diamine